[Br-].C(CCC)N1CN(C=C1)CCO 1-butyl-3-(2-hydroxyethyl)imidazole bromide